NC1=C2C=C(N(C2=CC=C1)CC(F)(F)F)C#CCN(C(OC(C)(C)C)=O)C1=C(C=C(C(=C1)F)C(NC)=O)OC tert-butyl (3-(4-amino-1-(2,2,2-trifluoroethyl)-1H-indol-2-yl)prop-2-yn-1-yl)(5-fluoro-2-methoxy-4-(methylcarbamoyl)phenyl)carbamate